(S)-(4-(difluoromethyl)-2-(2-hydroxypropan-2-yl)oxazol-5-yl)(4-(7-fluorobenzo[d]oxazol-2-yl)-6,7-dihydro-1H-imidazo[4,5-c]pyridin-5(4H)-yl)methanone FC(C=1N=C(OC1C(=O)N1[C@@H](C2=C(CC1)NC=N2)C=2OC1=C(N2)C=CC=C1F)C(C)(C)O)F